C(C)N1CC(NC2=NC=C(N=C21)C=2C(=NC(=CC2)C2=NN=CN2)C)=O 4-ethyl-6-(2-methyl-6-(4H-1,2,4-triazol-3-yl)pyridin-3-yl)-3,4-dihydropyrazino[2,3-b]pyrazin-2(1H)-one